Ethyl (S)-3-(tert-butyl)-1-((1-methylpyrrolidin-2-yl) methyl)-1H-pyrazole-5-carboxylate C(C)(C)(C)C1=NN(C(=C1)C(=O)OCC)C[C@H]1N(CCC1)C